CC=1C(=NC=CC1)N1CCN(CC1)C(CCC1=NC2=CC=CC=C2C(N1)=O)=O 2-[3-[4-(3-methyl-2-pyridyl)piperazin-1-yl]-3-oxo-propyl]-3H-quinazolin-4-one